N-[6-bromo-3-(2-chloro-5-fluorophenyl)-2-[(4-methoxyphenyl)methyl]-1-oxo-2,3-dihydro-1H-isoindol-4-yl]-3-fluoro-5-(trifluoromethyl)benzamide BrC1=CC(=C2C(N(C(C2=C1)=O)CC1=CC=C(C=C1)OC)C1=C(C=CC(=C1)F)Cl)NC(C1=CC(=CC(=C1)C(F)(F)F)F)=O